C(#N)C=1N=CC(=NC1)NC1=CC(=C(N=N1)C(NC1=CC=CC=C1)=O)NCC1CN(CC1)C(=O)OC(C)(C)C tert-butyl 3-((6-(5-cyanopyrazin-2-ylamino)-3-(phenylcarbamoyl)pyridazin-4-ylamino)methyl)pyrrolidine-1-carboxylate